C1(=CC=CC=C1)N(C=1C=CC=2N(C3=CC=CC=C3C2C1)C1=CC=CC=C1)C1=CC=C(C=C1)C1=CC2=C(C3=CC=CC=C3C(=C2C=C1)C1=CC=CC=C1)C1=CC=CC=C1 N,9-diphenyl-N-[4-(9,10-diphenyl-2-anthryl)phenyl]-9H-Carbazol-3-amine